ClC1=C(C(=O)NC=2C(=NN(C2)C(=O)NC2=C(C=CC=C2)OC)C(=O)NC2CCNCC2)C(=CC=C1)Cl 4-(2,6-dichlorobenzamido)-N1-(2-methoxyphenyl)-N3-(piperidin-4-yl)-1H-pyrazole-1,3-dicarboxamide